hexyl (R)-(4-amino-1-hydrazineyl-1,4-dioxobutan-2-yl)carbamate NC(C[C@H](C(=O)NN)NC(OCCCCCC)=O)=O